I.S1C(=CC=C1)CN 2-thiophenemethylamine hydroiodic acid salt